thiophene Calcium [Ca].S1C=CC=C1